4-(2-(6-(furan-3-yl)-5-nitro-2H-indazol-2-yl)ethyl)morpholine O1C=C(C=C1)C=1C(=CC2=CN(N=C2C1)CCN1CCOCC1)[N+](=O)[O-]